COC1=CC=C2CN(C(C2=C1)=O)CCNC1=NC=CC2=CC=C(C=C12)C1=NOC(=N1)C 6-methoxy-2-(2-{[7-(5-methyl-1,2,4-oxadiazol-3-yl)isoquinolin-1-yl]amino}ethyl)-2,3-dihydro-1H-isoindol-1-one